ClC=1C=C2C(=NC1OC)C(=C(N2C)C2=NC(=NN2)[C@H](COC)O)N2C=NC=C2 (R)-1-(5-(6-chloro-3-(1H-imidazol-1-yl)-5-methoxy-1-methyl-1H-pyrrolo[3,2-b]-pyridin-2-yl)-1H-1,2,4-triazol-3-yl)-2-methoxyethan-1-ol